O=C1NC(CCC1N1C(C2=CC=CC(=C2C1=O)NCC(=O)N1CCC(CC1)C(=O)N1CCC(CC1)CC(=O)O)=O)=O 2-(1-(1-((2-(2,6-DIOXOPIPERIDIN-3-YL)-1,3-DIOXOISOINDOLIN-4-YL)GLYCYL)PIPERIDINE-4-CARBONYL)PIPERIDIN-4-YL)ACETIC ACID